C(C1=CN=CC=C1)NC1=CC=C(OC2CNC2)C=C1 3-(4-(nicotinylamino)phenoxy)azetidine